4-(2-(3-(cyclopentyloxy)-4-methylbenzoyl)-4-cyclopropyl-3-oxobutyl)-benzenesulfonamide C1(CCCC1)OC=1C=C(C(=O)C(CC2=CC=C(C=C2)S(=O)(=O)N)C(CC2CC2)=O)C=CC1C